4-(3-(5-Methoxy-6-propoxypyridin-2-yl)phenyl)-1,2-oxaborolan-2-ol COC=1C=CC(=NC1OCCC)C=1C=C(C=CC1)C1CB(OC1)O